1-Amino-4-methoxycyclohexane-1-carboxylic acid NC1(CCC(CC1)OC)C(=O)O